BrC=1C=C(C=CC1)C1(CC(C1)C)C(=O)N(C)OC (1s,3s)-1-(3-bromophenyl)-N-methoxy-N,3-dimethylcyclobutane-1-carboxamide